[Fe](Cl)Cl.BrC1=C(C=CC(=C1)Br)N=C(C)C1=NC(=CC=C1)C(C)=NC1=C(C=C(C=C1)Br)Br 2,6-bis[1-(2,4-dibromophenylimino)ethyl]pyridine iron(II) dichloride